acethydrazide-13C [13C](C)(=O)NN